2-(3-(pyrazin-2-yloxy)pyrrolidin-1-yl)acetamide N1=C(C=NC=C1)OC1CN(CC1)CC(=O)N